C(=O)(O)C1=C(O[C@@H]2[C@@H]([C@H]([C@@H]([C@@H](O2)C(=O)O)O)O)O)C=C(C=C1CCCCCCCCCCC)O (2R,3S,4S,5R,6R)-6-(2-carboxyl-5-hydroxyl-3-undecylphenoxy)-3,4,5-trihydroxytetrahydro-2H-pyran-2-carboxylic acid